tert-Butyl 6-(2-chloro-4-fluorophenoxy)-2-azaspiro[3.3]heptane-2-carboxylate ClC1=C(OC2CC3(CN(C3)C(=O)OC(C)(C)C)C2)C=CC(=C1)F